2-(acetoxy)-5-chlorobenzamide C(C)(=O)OC1=C(C(=O)N)C=C(C=C1)Cl